O1CCN(CC1)CC1=CC=C(C=C1)C#CC1=CC=C(C=C1)C1=CC(=NO1)CN1C(=NC=C1)C(=O)N 1-((5-(4-((4-(morpholinomethyl)phenyl)ethynyl)phenyl)isoxazol-3-yl)methyl)-1H-imidazole-2-Carboxamide